tert-butyl (8-(isopropylamino)-2-(methylthio)pyrido[3,4-d]pyrimidin-6-yl)(methyl)carbamate C(C)(C)NC1=NC(=CC2=C1N=C(N=C2)SC)N(C(OC(C)(C)C)=O)C